C1(CCCCC1)C(=O)NC(=O)[C@@H]1CC12CCN(CC2)C(=O)OC(C(F)(F)F)C(F)(F)F |o1:11| 1,1,1,3,3,3-hexafluoro-propan-2-yl (R or S)-1-((cyclohexane-carbonyl)carbamoyl)-6-azaspiro[2.5]-octane-6-carboxylate